C(O[C@H]1C[C@H](CC1)C1=NN(C(=C1)NC(=O)OCC1=CC=CC=C1)C(C)(C)C)(OC1=CC=C(C=C1)[N+](=O)[O-])=O [(1R,3S)-3-[5-(benzyloxycarbonylamino)-1-tert-butyl-pyrazol-3-yl]cyclopentyl] (4-nitrophenyl) carbonate